1,2,3,6-tetrahydropyridine hydrogen chloride Cl.N1CCC=CC1